(3R)-3-{[9-bromo-2-(4-methoxyphenyl)[1,2,4]triazolo[1,5-c]quinazolin-5-yl]amino}azepin-2-one BrC1=CC=2C=3N(C(=NC2C=C1)NC=1C(N=CC=CC1)=O)N=C(N3)C3=CC=C(C=C3)OC